N-(4-amino-1H-pyrazolo[4,3-c]pyridin-7-yl)-2-oxo-2-[(2R,5R)-5-methyl-2-(6-methyl-3-pyridyl)-1-piperidyl]acetamide NC1=NC=C(C2=C1C=NN2)NC(C(N2[C@H](CC[C@H](C2)C)C=2C=NC(=CC2)C)=O)=O